1-((4-(3-(6,7-dihydropyrazolo[1,5-a]pyrimidin-4(5H)-yl)-7,8-dihydro-1,6-naphthyridin-6(5H)-yl)pyrido[2,3-d]pyrimidin-2-yl)amino)-2-methylpropan-2-ol N1=CC=C2N1CCCN2C=2C=NC=1CCN(CC1C2)C=2C1=C(N=C(N2)NCC(C)(O)C)N=CC=C1